C1(CC1)C(N1C[C@@]2(CC1)OCCN1C2=CC(=N1)C=1C=C(C(=NC1)N)OC(F)F)C=1NC=CN1 5-{(3'R)-1'-[cyclopropyl(1H-imidazol-2-yl)methyl]-6,7-dihydrospiro[pyrazolo[5,1-c][1,4]oxazine-4,3'-pyrrolidin]-2-yl}-3-(difluoromethoxy)pyridin-2-amine